C(CCCCCCCCCCCCCCCCCCCCCCCCCCCCCCCCCCCCCCCCCCCCCCCCCCCCCCCCCCC)OCCCCCCCCCCCCCCCCCCCCCCCCCCCCCCCCCCCCCCCCCCCCCCCCCCCCCCCCCCCC hexacontyl ether